N-(5-((4-(trifluoromethyl)benzyl)oxy)-1H-indol-3-yl)propionamide FC(C1=CC=C(COC=2C=C3C(=CNC3=CC2)NC(CC)=O)C=C1)(F)F